1-heptyloctyl 4-[(4-tert-butoxy-4-oxo-butyl)-(3-pyrrolidin-1-ylpropylsulfanylcarbonyl)amino]butanoate C(C)(C)(C)OC(CCCN(CCCC(=O)OC(CCCCCCC)CCCCCCC)C(=O)SCCCN1CCCC1)=O